FC(C(=O)O)(F)F.FC=1C=C(C=CC1C=1CCNCC1)NC(=O)C=1N(C=C(C1)C=1CCNCC1)C 1-methyl-4-(1,2,3,6-tetrahydro-pyridin-4-yl)-1H-pyrrole-2-carboxylic acid [3-fluoro-4-(1,2,3,6-tetrahydro-pyridin-4-yl)-phenyl]-amide trifluoroacetate